N1(C=NC2=C1C=CC=C2)C2=CC=C(C=C2)NC(=O)NC=2N(N=C(C2)C(C)(C)C)C2=CC=C(C=C2)C 1-(4-benzoimidazol-1-yl-phenyl)-3-(5-tert-butyl-2-p-tolyl-2H-pyrazol-3-yl)-urea